Ethyl (S)-3-(4,4'-difluoro-2'-(hex-5-en-1-yl)-6'-methyl-5-(trifluoromethyl)-[1,1'-biphenyl]-3-yl)-3-((R)-4-methyl-2-((methylsulfonyl)oxy)pent-4-enamido)propanoate FC1=C(C=C(C=C1C(F)(F)F)C1=C(C=C(C=C1C)F)CCCCC=C)[C@H](CC(=O)OCC)NC([C@@H](CC(=C)C)OS(=O)(=O)C)=O